FC=1C=C(C=NC1)COC=1C(=NC=CC1)N1C=C(C=C1C)C(=O)OC methyl 1-{3-[(5-fluoropyridin-3-yl)methoxy]pyridin-2-yl}-5-methylpyrrole-3-carboxylate